Methyl 6-chloro-3-[1-[3,6-dimethyl-2-(2-methylimidazo[1,2-a]pyridin-6-yl)-4-oxo-chromen-8-yl]ethylamino]pyridine-2-carboxylate ClC1=CC=C(C(=N1)C(=O)OC)NC(C)C=1C=C(C=C2C(C(=C(OC12)C=1C=CC=2N(C1)C=C(N2)C)C)=O)C